CN1C=NC(=C1)NC=1C2=C(N=C(N1)NC1C3CC4(CC(CC1C4)C3)O)NC=C2 4-[(4-[(1-methyl-1H-imidazol-4-yl)amino]-7H-pyrrolo[2,3-d]pyrimidin-2-yl)amino]adamantan-1-ol